COCC1=NN(C(=C1)C(=O)OCC)CCOCCOCCOCC#C Ethyl 3-(methoxymethyl)-1-(2-(2-(2-(prop-2-yn-1-yloxy)ethoxy)ethoxy)ethyl)-1H-pyrazole-5-carboxylate